N1-(1-(4-amino-7-benzyl-2-(ethoxymethyl)-1H-imidazo[4,5-c]quinolin-1-yl)-2-methylpropan-2-yl)propane-1,3-diamine NC1=NC=2C=C(C=CC2C2=C1N=C(N2CC(C)(C)NCCCN)COCC)CC2=CC=CC=C2